ClC=1C(=NC(=NC1)C(=O)N[C@@H]1C(N(C2=C(OC1)C=C(C=N2)F)C)=O)C2=C(C=C(C=C2)C)F (S)-5-chloro-4-(2-fluoro-4-methylphenyl)-N-(8-fluoro-5-methyl-4-oxo-2,3,4,5-tetrahydropyrido[3,2-b]-[1,4]oxazepin-3-yl)pyrimidine-2-carboxamide